(2'S,3'R,6R)-2'-(((tert-butoxycarbonyl)amino)methyl)-6'-hydroxy-2',4',6'-trimethyl-7'-oxo-2',3',6',7'-tetrahydrospiro[cyclopropane-1,5'-inden]-3'-yl acetate C(C)(=O)O[C@H]1[C@](C=C2C(C(C3(C(=C12)C)CC3)(C)O)=O)(C)CNC(=O)OC(C)(C)C